1-[[2-(Trifluoromethyl)phenyl]methyl]-1H,4H,5H,6H,7H-imidazo[4,5-c]pyridine-5-carboxylic acid tert-butyl ester C(C)(C)(C)OC(=O)N1CC2=C(CC1)N(C=N2)CC2=C(C=CC=C2)C(F)(F)F